C(C)C1=CC=CC2=C(C3=CC=CC=C3C=C12)OC(=O)CC(C(=O)O)C=CCCCCCCCCCCCCCC 4-ethyl-9-(2-n-hexadecenyl-2-carboxyethyl)carbonyloxyanthracene